1-((4-(5-(pyridin-4-yl)-1,2,4-oxadiazol-3-yl)naphthalen-1-yl)methyl)azetidine-3-carboxylic acid N1=CC=C(C=C1)C1=NC(=NO1)C1=CC=C(C2=CC=CC=C12)CN1CC(C1)C(=O)O